NC1=NC=CC=C1S(=O)(=O)NC(=O)C=1C(=NC(=CC1)C1=C(C=C(C=C1)OC)C)N1C(C[C@@H](C1)C)(C)C N-[(2-Amino-3-pyridyl)sulfonyl]-6-(4-methoxy-2-methylphenyl)-2-[(4S)-2,2,4-trimethylpyrrolidin-1-yl]pyridin-3-carboxamid